O=C1NC(CCC1N(C(=O)C1CCN(CC1)C(=O)OC(C)(C)C)C)=O tert-Butyl 4-((2,6-dioxopiperidin-3-yl)(methyl)carbamoyl)piperidine-1-carboxylate